3-bromo-2-methyl-N-(tricyclo[3.3.1.13,7]dec-1-yl)benzamide BrC=1C(=C(C(=O)NC23CC4CC(CC(C2)C4)C3)C=CC1)C